4-benzyl-3-bromo-N,N-dimethylbenzamide C(C1=CC=CC=C1)C1=C(C=C(C(=O)N(C)C)C=C1)Br